{(3aS,4R,6aR)-4-[(6-chloro-3-pyridazinyl)amino]hexahydrocyclopenta[c]pyrrol-2(1H)-yl}[5-(difluoromethyl)-2-thienyl]methanone ClC1=CC=C(N=N1)N[C@@H]1CC[C@H]2CN(C[C@H]21)C(=O)C=2SC(=CC2)C(F)F